C(C)(C)(C)C1=CC=C(C=C1)OC(OC1=CC=C(C=C1)C(C)(C)C)=O di-(4-tert-butylphenyl)-carbonate